5-chloro-N-((1r,4r)-4-((3-hydroxy-2-oxo-3-(2,3,4-trifluorophenyl)indolin-1-yl)methyl)cyclohexyl)-2-methylnicotinamide ClC=1C=NC(=C(C(=O)NC2CCC(CC2)CN2C(C(C3=CC=CC=C23)(C2=C(C(=C(C=C2)F)F)F)O)=O)C1)C